CN1N=C(C2=CC=C(C=C12)N[C@H]1[C@@H](CC2(CNC2)CC1)C)C1C(NC(CC1)=O)=O 3-(1-methyl-6-(((6R,7R)-6-methyl-2-azaspiro[3.5]non-7-yl)amino)-1H-indazol-3-yl)piperidine-2,6-dione